C(C1=CC=CC=C1)OC(=O)N1C(C(CC1)=NO)CO[C@@H]1CC[C@@H](CC1)C1=CC=CC=C1 Benzyl-3-(hydroxyimino)-2-({[(CIS)-4-phenylcyclohexyl]oxy}methyl)pyrrolidine-1-carboxylate